(S)-N-[[3-(3-fluoro-4-morpholinylphenyl)2-oxo-5-oxazolidinyl]methyl]acetamide FC=1C=C(C=CC1N1CCOCC1)N1C(O[C@H](C1)CNC(C)=O)=O